Cl.N[C@@H]1C(N(C2=C(OC1)C=C(C=C2)OC)C)=O (S)-3-amino-8-methoxy-5-methyl-2,3-dihydrobenzo[b][1,4]oxazepin-4(5H)-one hydrochloride